C1(=CC=CC=C1)[Mg]Cl Phenyl-magnesium chloride